ClC1=C(C2=C(NC(O[C@@]23CN(CCC3)C(=O)C3=NN=C(N3)CC3=CC(=CC=C3)OC(F)F)=O)C=C1)F (R)-6-Chloro-1'-(5-(3-(difluoromethoxy)benzyl)-4H-1,2,4-triazole-3-carbonyl)-5-fluorospiro[benzo[d][1,3]oxazine-4,3'-piperidin]-2(1H)-one